3-FLUORO-N-(4-(2-(TETRAHYDRO-2H-PYRAN-4-YL)ACETAMIDO)PHENYL)-5,7-DIHYDRO-6H-PYRROLO[3,4-B]PYRIDINE-6-CARBOXAMIDE FC=1C=C2C(=NC1)CN(C2)C(=O)NC2=CC=C(C=C2)NC(CC2CCOCC2)=O